Tert-butyl (2-((4-methyl-3-(methylsulfonyl)phenyl)amino)-2-oxoethyl)carbamate CC1=C(C=C(C=C1)NC(CNC(OC(C)(C)C)=O)=O)S(=O)(=O)C